BrC=1C(=C(C=CC1)CCC(=O)O)F 3-(3-Bromo-2-fluorophenyl)propionic acid